OC=1C=C2CCN(CC2=CN1)C(CS(=O)(=O)C)=O 1-(6-hydroxy-3,4-dihydro-2,7-naphthyridin-2(1H)-yl)-2-(methanesulphonyl)ethanone